C(#N)N1CCC(CC1)N1N=NC(=C1C)C=1C=C(C=2N(C1)N=CC2C#N)OC(C)C2=NN(N=C2)CC 6-[1-(1-Cyano-4-piperidyl)-5-methyl-triazol-4-yl]-4-[1-(2-ethyltriazol-4-yl)ethoxy]pyrazolo[1,5-a]pyridine-3-carbonitrile